C(C)N(CCN1C(=NC2=C1C=CC=C2)NCC=2C=CC=1N(C3=CC=CC=C3C1C2)CC)CC 1-(2-(diethylamino)ethyl)-N-((9-ethyl-9H-carbazol-3-yl)methyl)-1H-benzo[d]imidazol-2-amine